C(C(C)C)[C@@H]1C(N2C(N(O1)C(=O)OC(C)C)CN(C([C@@H]2CC(C)C)=O)CCC(C)C)=O isopropyl (3R,6S)-3,6-diisobutyl-8-isopentyl-4,7-dioxohexahydropyrazino[2,1-c][1,2,4]oxadiazine-1(6H)-carboxylate